(R)-4-(2-(2,5-dimethyl-1,2,3,4-tetrahydroisoquinolin-7-yl)-5H-pyrrolo[2,3-b]pyrazin-7-yl)-N-(2-hydroxypropyl)-N,2-dimethylbenzamide CN1CC2=CC(=CC(=C2CC1)C)C=1N=C2C(=NC1)NC=C2C2=CC(=C(C(=O)N(C)C[C@@H](C)O)C=C2)C